2-[[6-(tert-butoxycarbonyl-amino)-5-methyl-3-pyridyl]amino]-2-oxo-acetic acid C(C)(C)(C)OC(=O)NC1=C(C=C(C=N1)NC(C(=O)O)=O)C